OCC=1SC=C2C1OCCO2 hydroxymethyl-(3,4-ethylenedioxy)thiophene